(trans)-3-((8-(tert-butoxycarbonyl)-5,6,7,8-tetrahydro-1,8-naphthyridin-2-yl)methyl)cyclobutane-1-carboxylic acid C(C)(C)(C)OC(=O)N1CCCC=2C=CC(=NC12)C[C@@H]1C[C@H](C1)C(=O)O